8-Chloro-4-(3-chloro-4-fluoroanilino)-6-[[(S)-[1-(1-ethylpiperidin-4-yl)triazol-4-yl]-(1,3-thiazol-4-yl)methyl]amino]quinoline-3-carbonitrile ClC=1C=C(C=C2C(=C(C=NC12)C#N)NC1=CC(=C(C=C1)F)Cl)N[C@@H](C=1N=CSC1)C=1N=NN(C1)C1CCN(CC1)CC